difluoro phosphite P(OF)(OF)[O-]